OC1=C(C(=O)OC)C(=CC=C1[N+](=O)[O-])OC methyl 2-hydroxy-6-methoxy-3-nitrobenzoate